1-(1-{5-chloro-2-methoxy-3-[1-(2-methoxyethyl)azetidin-3-yl]-4-methylphenyl}ethyl)-3-methyl-1H-pyrazolo[3,4-d]pyrimidin-4-amine ClC=1C(=C(C(=C(C1)C(C)N1N=C(C=2C1=NC=NC2N)C)OC)C2CN(C2)CCOC)C